ClC1=CC=C(C=C1)S(=O)(=O)NC=1C=C(C=CC1)NC(C1=C(C=C(C=C1)F)F)=O N-(3-((4-chlorophenyl)sulfonamido)phenyl)-2,4-difluorobenzamide